N(=[N+]=[N-])C=1C=C(C(=O)NOC2OCCCC2)C=CC1 3-azido-N-((tetrahydro-2H-pyran-2-yl)oxy)benzamide